tert-butyl N-(tert-butoxycarbonyl)-N-methyl-O-phenyl-D-homoserinate C(C)(C)(C)OC(=O)N([C@H](CCOC1=CC=CC=C1)C(=O)OC(C)(C)C)C